C1(CC1)C1=C(C=CC(=C1)S(=O)(=O)N1CCOCC1)NC1=NC=C(C(=C1)NCCCN1C(CCCC1)=O)C(F)(F)F 1-(3-((2-((2-cyclopropyl-4-(morpholinosulfonyl)phenyl)amino)-5-(trifluoromethyl)pyridin-4-yl)amino)propyl)piperidin-2-one